COC1=CC(=NC(=C1)S(=O)(=O)C)NC1=CC(=NC=C1C1=NN(C=C1)[C@H]1COCC1)NC(C)=O (R)-N-(4-((4-methoxy-6-(methylsulfonyl)pyridin-2-yl)amino)-5-(1-(tetrahydrofuran-3-yl)-1H-pyrazol-3-yl)pyridin-2-yl)acetamide